ClC=1N=C(C2=C(N1)N(C=C2)[C@H]2[C@@H]([C@@H]([C@@H](O2)C(OC)P(O)(O)=O)O)O)N[C@@H](C)C2=NC=C(C=C2)F [(2R,3S,4R,5R)-5-[2-chloro-4-[[(1S)-1-(5-fluoro-2-pyridyl)-ethyl]amino]pyrrolo-[2,3-d]pyrimidin-7-yl]-3,4-dihydroxy-tetrahydrofuran-2-yl]-methoxymethylphosphonic acid